N-(6-bromoquinolin-4-yl)benzo[d]thiazol-5-amine BrC=1C=C2C(=CC=NC2=CC1)NC=1C=CC2=C(N=CS2)C1